O[C@H](CNCC1=CC(=NC(=C1)C(F)(F)F)OC1CCN(CC1)C1CC(C1)(N1N=CC(=C1)C=1C2=C(N=CN1)NC=C2)CC#N)C {trans-3-(4-{[4-({[(2S)-2-hydroxypropyl]amino}methyl)-6-(trifluoromethyl)pyridin-2-yl]oxy}piperidin-1-yl)-1-[4-(7H-pyrrolo[2,3-d]pyrimidin-4-yl)-1H-pyrazol-1-yl]cyclobutyl}acetonitrile